O-amino-propionic acid NOC(CC)=O